ClC1=CC=C2C(NC(N(C2=C1)C1=NC=CC(=N1)O)=O)=O 7-chloro-1-(4-hydroxypyrimidin-2-yl)-1,3-dihydroquinazoline-2,4-dione